(S)-2-amino-N-((3S,4S)-4-(3-fluorophenyl)-1-(imidazo[1,5-a]pyridine-8-carbonyl)piperidin-3-yl)-3,3-dimethylbutanamide N[C@H](C(=O)N[C@@H]1CN(CC[C@H]1C1=CC(=CC=C1)F)C(=O)C=1C=2N(C=CC1)C=NC2)C(C)(C)C